N-Boc-(±)-alanine C(=O)(OC(C)(C)C)N[C@@H](C)C(=O)O |r|